C(CC)(=O)OCCCCCC\C=C/CCCC (Z)-7-dodecenyl propionate